trans-tert-butyl (S)-4-(3-((1-(4-((1-(tert-butoxycarbonyl)pyrrolidin-3-yl)oxy)-3-(4-(tert-butyl)cyclohexyl)benzoyl)piperidin-4-yl)oxy)-4,5-difluorophenyl)piperazine-1-carboxylate C(C)(C)(C)OC(=O)N1C[C@H](CC1)OC1=C(C=C(C(=O)N2CCC(CC2)OC=2C=C(C=C(C2F)F)N2CCN(CC2)C(=O)OC(C)(C)C)C=C1)[C@@H]1CC[C@H](CC1)C(C)(C)C